benzyl (E)-3-((2-(3-(3-((4-methyl-4H-1,2,4-triazol-3-yl)methyl)oxetan-3-yl)phenyl)-3-oxo-7-(trifluoromethyl)isoindolin-5-yl)methylene)-4-oxopiperidine-1-carboxylate CN1C(=NN=C1)CC1(COC1)C=1C=C(C=CC1)N1CC2=C(C=C(C=C2C1=O)\C=C\1/CN(CCC1=O)C(=O)OCC1=CC=CC=C1)C(F)(F)F